C(C)C1(CCC(CC1)(N)CC)N diethyl-1,4-cyclohexanediamine